NC1=C(C=C(C=N1)C=1C=NN(C1)C1CCN(CC1)C1CN(C1)C1=CC=C(C=C1)NC1C(NC(CC1)=O)=O)O[C@H](C)C1=C(C=CC(=C1)F)N1N=CC=N1 3-((4-(3-(4-(4-(6-amino-5-((R)-1-(5-fluoro-2-(2H-1,2,3-triazol-2-yl)phenyl)ethoxy)pyridin-3-yl)-1H-pyrazol-1-yl)piperidin-1-yl)azetidin-1-yl)phenyl)amino)piperidine-2,6-dione